octadecyl-carbamoylhydrazine C(CCCCCCCCCCCCCCCCC)N(N)C(N)=O